COC(C=1C=CC(=NC1)C(=O)NC=1C(=C(C=CC1)C1=C(C(=CC=C1)NC(C1=NC=C(C=C1)CO)=O)C)C)OC 5-(dimethoxymethyl)-N-(3'-(5-(hydroxymethyl)picolinamido)-2,2'-dimethyl-[1,1'-biphenyl]-3-yl)picolinamide